FC1=C2C(NC(=NC2=CC(=C1F)NC[C@@H]1[C@@H](CN(CC1)C)F)CSC1CCOCC1)=O 5,6-Difluoro-7-((((cis)-3-fluoro-1-methylpiperidin-4-yl)methyl)amino)-2-(((tetrahydro-2H-pyran-4-yl)thio)methyl)quinazolin-4(3H)-one